N[C@@H]1C[C@@H](CC1)OC=1C=NC=C(C1C1=CC(=NN1)NC=1N=CC(=NC1)C#N)OC 5-((5-(3-(((1R,3S)-3-aminocyclopentyl)oxy)-5-methoxypyridin-4-yl)-1H-pyrazol-3-yl)amino)pyrazine-2-carbonitrile